C1(=CC=CC2=CC=CC=C12)[N+](C)(C)C naphthyl-trimethyl-ammonium